ClC=1C=C(C=NC1)N[C@H](C)C(=O)N1[C@@H]2CC([C@H]([C@@H]1C(=O)N[C@H](C[C@@H]1C(NCCC1)=O)C#N)CC2)(F)F (1S,3R,4S)-2-((5-chloropyridin-3-yl)-D-alanyl)-N-((R)-1-cyano-2-((R)-2-oxopiperidin-3-yl)ethyl)-5,5-difluoro-2-azabicyclo[2.2.2]octane-3-carboxamide